1,4-bis(hydroxyethyl)toluene OCCC1(C)CC=C(C=C1)CCO